N-(4-phenethylthiazol-2-yl)-1-(pyridin-4-ylmethyl)-1H-pyrrole-2-carboxamide C(CC1=CC=CC=C1)C=1N=C(SC1)NC(=O)C=1N(C=CC1)CC1=CC=NC=C1